amino-oxyacetic acid NOCC(=O)O